1,5-dimethyl (2S,4R)-2-[(tert-butoxycarbonyl)amino]-4-(cyanomethyl)pentanedioate C(C)(C)(C)OC(=O)N[C@H](C(=O)OC)C[C@@H](C(=O)OC)CC#N